5-chloro-6-[(2-imino-1-pyrrolidinyl)methyl]-2,4(1H,3H)-pyrimidinedione monohydrochloride Cl.ClC=1C(NC(NC1CN1C(CCC1)=N)=O)=O